(S)-N-(2-(4,4-Difluoro-3-((5-(trifluoromethyl)pyrimidin-2-yl)amino)piperidin-1-yl)-1-methyl-1H-benzo[d]imidazol-5-yl)acrylamide FC1([C@H](CN(CC1)C1=NC2=C(N1C)C=CC(=C2)NC(C=C)=O)NC2=NC=C(C=N2)C(F)(F)F)F